2-HYDROXYQUINOLINE-5-CARBOXALDEHYDE OC1=NC=2C=CC=C(C2C=C1)C=O